FC1=C(C=CC(=C1I)NCC1=CC=C(C=C1)C(F)(F)F)S(=O)(=O)NC 2-fluoro-3-iodo-N-methyl-4-(((4-(trifluoromethyl)phenyl))methylamino)benzenesulfonamide